N1=C(N=CC=C1)C1=CC=C(O1)C=O 5-(pyrimidin-2-yl)furan-2-carbaldehyde